FC=1N=NC(=CC1)OCC1=C(N=NN1C1=CC=C(C=C1)I)C 3-fluoro-6-((1-(4-iodophenyl)-4-methyl-1H-1,2,3-triazol-5-yl)methoxy)pyridazine